(S)-benzyl 3-(1-ethyl-4-methyl-1H-benzo[d][1,2,3]triazol-5-yl)-3-(4-(hydroxymethyl)-5-methylthiophen-2-yl)-2,2-dimethylpropanoate C(C)N1N=NC2=C1C=CC(=C2C)[C@@H](C(C(=O)OCC2=CC=CC=C2)(C)C)C=2SC(=C(C2)CO)C